FC1=CC=C(C=C1O)C(C)=O 1-(4-fluoro-5-hydroxyphenyl)ethan-1-one